(R)-5-(4-chloro-2-fluorophenyl)-2,3-dimethyl-7-(3-(trifluoromethyl)pyrrolidin-1-yl)pyrido[4,3-d]pyrimidin-4(3H)-one ClC1=CC(=C(C=C1)C1=NC(=CC=2N=C(N(C(C21)=O)C)C)N2C[C@@H](CC2)C(F)(F)F)F